1-((4-(T-Butoxycarbonyl)piperazin-1-yl)sulfonyl)-3-methyl-1H-imidazol-3-ium triflate [O-]S(=O)(=O)C(F)(F)F.C(C)(C)(C)OC(=O)N1CCN(CC1)S(=O)(=O)N1C=[N+](C=C1)C